N-ethyl-2-(piperidin-1-yl)ethane-1-amine C(C)NCCN1CCCCC1